N-hydroxy-5-(3-(methyl-(2-methyl-4-quinazolinyl)amino)phenoxy)pyrimidine-2-carboxamide ONC(=O)C1=NC=C(C=N1)OC1=CC(=CC=C1)N(C1=NC(=NC2=CC=CC=C12)C)C